C1(=CC=CC=C1)S(=O)(=O)/C=C/CNC(=O)C=1C(NC=2CCN(CC2C1)S(=O)(=O)CCOC)=O N-[(2E)-3-(benzenesulfonyl)prop-2-en-1-yl]-6-(2-methoxyethanesulfonyl)-2-oxo-1,2,5,6,7,8-hexahydro-1,6-naphthyridine-3-carboxamide